N2-((benzyloxy)carbonyl)-N6-(tert-butoxycarbonyl)-L-lysyl-L-valyl-L-alanine C(C1=CC=CC=C1)OC(=O)N[C@@H](CCCCNC(=O)OC(C)(C)C)C(=O)N[C@@H](C(C)C)C(=O)N[C@@H](C)C(=O)O